N-{[4-(1-methyl-1H-pyrazol-4-yl)phenyl]methyl}-6-[7-(piperidin-4-yloxy)imidazo[1,2-a]pyridin-3-yl]pyrimidin-4-amine hydrochloride Cl.CN1N=CC(=C1)C1=CC=C(C=C1)CNC1=NC=NC(=C1)C1=CN=C2N1C=CC(=C2)OC2CCNCC2